2-(1-Methylhydrazino)ethan-1-ol CN(N)CCO